S(=O)(=O)([O-])[O-].C(CCCCCCCCC=C)(=O)NCCC[N+](C)(C)C.C(CCCCCCCCC=C)(=O)NCCC[N+](C)(C)C undecylenamidopropyl-trimethyl-ammonium sulfate